2,5-difluoro-3-(1H-pyrazol-4-yl)benzoic acid FC1=C(C(=O)O)C=C(C=C1C=1C=NNC1)F